SCSC(SCSC1SCSC1SCSC(C(SCS)SCS)SCS)C(SCS)SCS 4,5-bis{3,4-bis(mercaptomethylthio)-6-mercapto-2,5-dithiahexylthio}-1,3-dithiolane